C(C)(C)C1(C=CC=C1)[Ce](C1(C=CC=C1)C(C)C)C1(C=CC=C1)C(C)C Tris(i-propylcyclopentadienyl)cerium